P(OC1=C(C=CC=C1)C(C)(C)C)(OC1=C(C=CC=C1)C(C)(C)C)OC1=C(C=CC=C1)C(C)(C)C tris-(2-tert-butylphenyl) phosphite